benzyl (3S)-4-[2-[4-(hydroxymethyl)-1-piperidyl]-2-oxo-ethyl]-3-methyl-piperazine-1-carboxylate OCC1CCN(CC1)C(CN1[C@H](CN(CC1)C(=O)OCC1=CC=CC=C1)C)=O